ClC1=CC2=C3C=4N(C[C@H](OC4N=C2C(=C1C1=C(C=CC=C1O)C(F)F)F)CN(C)C)C[C@H]1CN[C@@H](CN13)C (2R,4aR,7R)-12-chloro-11-(2-(difluoromethyl)-6-hydroxyphenyl)-7-((dimethylamino)methyl)-10-Fluoro-2-methyl-2,3,4,4a,6,7-hexahydro-8-oxa-3,5a,9,13c-tetraazanaphtho[3,2,1-de]anthracene